N-[(2S)-1-(4-{[5-(3-methyl-1,2-oxazol-5-yl)thiophen-2-yl]sulfonyl}piperazin-1-yl)propan-2-yl]-8-(trifluoromethyl)quinazolin-4-amine CC1=NOC(=C1)C1=CC=C(S1)S(=O)(=O)N1CCN(CC1)C[C@H](C)NC1=NC=NC2=C(C=CC=C12)C(F)(F)F